NC=1C2=C(N=CN1)N(C(=C2C2=CC(=C(C=C2)Cl)OC)C=2C=NN(C2)C2CCN(CC2)C(C=C)=O)C 1-(4-{4-[4-amino-5-(4-chloro-3-methoxyphenyl)-7-methyl-7H-pyrrolo[2,3-d]pyrimidin-6-yl]-1H-pyrazol-1-yl}piperidin-1-yl)prop-2-en-1-one